C(C)N1C(CCC1=O)=O 1-ethylpyrrolidine-2,5-dione